BrC=1C=C2C(NC(NC2=CC1)=O)=O 6-bromo-2,4(1H,3H)-quinazolinedione